propyl-lauryl-dimethylammonium chloride [Cl-].C(CC)[N+](C)(C)CCCCCCCCCCCC